(4R)-4-(4-hydroxy-1-piperidyl)-N-[2-methyl-3-(4,4,5,5-tetramethyl-1,3,2-dioxaborolan-2-yl)phenyl]-4,5,6,7-tetrahydropyrazolo[1,5-a]pyridine-2-carboxamide OC1CCN(CC1)[C@H]1C=2N(CCC1)N=C(C2)C(=O)NC2=C(C(=CC=C2)B2OC(C(O2)(C)C)(C)C)C